BrC1=C(C=C(C(=N1)C(C(C(CC)=O)N1CCN(CC1)C(=O)OC(C)(C)C)=O)NCC1=CC=C(C=C1)OC)F tert-butyl 4-(1-(6-bromo-5-fluoro-3-((4-methoxybenzyl)amino)pyridin-2-yl)-1,3-dioxopentan-2-yl)piperazine-1-carboxylate